1,3-bistrifluoromethyl-1,1,3,3-tetramethyldisilazane FC([Si](N[Si](C)(C)C(F)(F)F)(C)C)(F)F